2-(2,6-dimethylpyridin-4-yl)-3-isopropyl-5-(1-((1-methyl-1H-1,2,4-triazol-3-yl)methyl)piperidin-4-yl)-1H-indole CC1=NC(=CC(=C1)C=1NC2=CC=C(C=C2C1C(C)C)C1CCN(CC1)CC1=NN(C=N1)C)C